(S)-3-amino-3-(3-furyl)-1-triphenylmethylindol-2-one N[C@]1(C(N(C2=CC=CC=C12)C(C1=CC=CC=C1)(C1=CC=CC=C1)C1=CC=CC=C1)=O)C1=COC=C1